FC1(CN(CCC1)C1=CC=C(C=N1)N)F 6-(3,3-difluoropiperidin-1-yl)pyridin-3-amine